ClC1=CC=2N(N=C1C(=O)OC)C=CN2 Methyl 7-chloroimidazo[1,2-b]pyridazine-6-carboxylate